CS(=O)(=O)OCC1[C@H]2CN(C[C@@H]12)C(=O)OC(C)(C)C tert-butyl (1R,5S,6r)-6-(((methylsulfonyl)oxy)methyl)-3-azabicyclo[3.1.0]hexane-3-carboxylate